imidazo[1,2-a]pyridine hydrochloride Cl.N=1C=CN2C1C=CC=C2